C1(CC1)C1=NN2C(=NC(=CC2=O)CSC2=NC(=NC=3N2N=C(C3)O)C3=CC=C(C=C3)C)S1 2-cyclopropyl-7-(((7-hydroxy-2-(p-tolyl)pyrazolo[1,5-a][1,3,5]triazin-4-yl)thio)methyl)-5H-[1,3,4]thiadiazolo[3,2-a]pyrimidin-5-one